6-(cyclopropylmethoxy)-N-[(2S)-1-(3-fluoropropoxy)-3-methylbutan-2-yl]-5-(3-methoxyazetidin-1-yl)pyridine-2-carboxamide C1(CC1)COC1=C(C=CC(=N1)C(=O)N[C@H](COCCCF)C(C)C)N1CC(C1)OC